tert-Butyl ((3R,6S)-6-((2-(5-(4-fluoro-2-(isopropyl(2-methoxyethyl)carbamoyl)phenoxy)pyrimidin-4-yl)-2,7-diazaspiro[3.5]nonan-7-yl)methyl)tetrahydro-2H-pyran-3-yl)carbamate FC1=CC(=C(OC=2C(=NC=NC2)N2CC3(C2)CCN(CC3)C[C@@H]3CC[C@H](CO3)NC(OC(C)(C)C)=O)C=C1)C(N(CCOC)C(C)C)=O